CN(CCN(CC=O)CCC)C 2-([2-(DIMETHYLAMINO)ETHYL](PROPYL)AMINO)ACETALDEHYDE